2-((1-(2-(7-Chloro-2-methyl-2H-indazol-5-yl)-6-methyl-4-oxo-4H-chromen-8-yl)ethyl)amino)benzoic acid ClC1=CC(=CC2=CN(N=C12)C)C=1OC2=C(C=C(C=C2C(C1)=O)C)C(C)NC1=C(C(=O)O)C=CC=C1